2-(ethoxydifluoromethyl)-1,1,1,3,3,3-hexafluoropropane C(C)OC(C(C(F)(F)F)C(F)(F)F)(F)F